CC=1C(=NC(=NC1)N[C@@H]1CN[C@H](CC1)C)N1C=CC2=CC=C(C(=C12)P1(CCCC1)=O)C#N (5-Methyl-2-(((3S,6S)-6-methylpiperidin-3-yl)amino)pyrimidin-4-yl)-7-(1-oxidophospholan-1-yl)-1H-indole-6-carbonitrile